C(C)(C)(C)OC(NCC1=C(C2=C(N=CN2C)C(=C1)C1=CC=C(C=C1)OC(F)(F)F)C(CO)O)=O tert-Butyl-N-[[4-(1,2-dihydroxyethyl)-3-methyl-7-[4-(trifluoromethoxy)phenyl]-benzimidazol-5-yl]methyl]carbamate